O1CC(CC2=CC=CC=C12)NC(C(F)(F)F)=O N-chroman-3-yl-2,2,2-trifluoro-acetamide